1-ethyl-1H-pyrazole C(C)N1N=CC=C1